6'-[3-(2-oxopyrrolidin-1-yl)propoxy]-2',3'-dihydrospiro[cyclohexane-1,1'-indene]-4-carboxylic acid O=C1N(CCC1)CCCOC1=CC=C2CCC3(C2=C1)CCC(CC3)C(=O)O